Tert-butyl (2-((4-(trifluoromethoxy)phenyl)carbamoyl)-2-azaspiro[3.3]heptan-6-yl)carbamate FC(OC1=CC=C(C=C1)NC(=O)N1CC2(C1)CC(C2)NC(OC(C)(C)C)=O)(F)F